C(C)(C)(C)C1=CC2=C(C3=CC=CC=C3C(=C2C=C1)C1=CC2=CC=CC=C2C=C1)C1=CC2=CC=CC=C2C=C1 2-(tert-butyl)-9,10-bis(naphth-2-yl)anthracene